S(N)(=O)(=O)C1=CC(=C(C=C1)NCCCNC(OC(C)(C)C)=O)S(=O)(=O)C(F)(F)F tert-butyl (3-((4-sulfamoyl-2-((trifluoromethyl)sulfonyl)phenyl)amino)propyl)carbamate